CCCCCC/C=C\\CCCCCCCCCC(=O)OC[C@H](COP(=O)([O-])OCC[N+](C)(C)C)OC(=O)CCCCCCCCC/C=C\\CCCCCC The molecule is a 1,2-di-octadecenoylsn-glycero-3-phosphocholine in which the acyl group specified at positions 1 and 2 is 11Z)-octadecenoyl. It derives from a cis-vaccenic acid.